C1(O)=C(C(O)=C(C(O)=C1C=O)C=O)C=O phloroglucinoltrialdehyde